allyl-amino-uracil C(C=C)C1=C(C(NC(N1)=O)=O)N